N,N-dimethyl-sulphonamide CN(S(=O)=O)C